(4e,8e)-1,5,9-trimethyl-13-oxabicyclo[10.1.0]tridec-4,8-diene CC12CC\C=C(\CC\C=C(\CCC2O1)/C)/C